5-[(2,4-Dimethylphenoxy)methyl]-1,3,4-oxadiazol-2(3H)-one CC1=C(OCC2=NNC(O2)=O)C=CC(=C1)C